N-(3-(diethylamino)propyl)-2-(2-fluoro-4-(methylcarbamoyl)phenyl)imidazo[2',1':2,3]thiazolo[4,5-c]pyridine-7-carboxamide C(C)N(CCCNC(=O)C1=CC2=C(C=N1)N1C(S2)=NC(=C1)C1=C(C=C(C=C1)C(NC)=O)F)CC